FC(C1=NC(=NO1)C1=CC=C(N)C=C1)(F)F 4-[5-(trifluoromethyl)-1,2,4-oxadiazol-3-yl]aniline